4-[[3-fluoro-2-methoxy-propyl]-[4-(5,6,7,8-tetrahydro-1,8-naphthyridin-2-yl)butyl]amino]-2-[[1-[3-(trifluoromethyl)pyrazol-1-yl]cyclopropanecarbonyl]amino]butanoic acid FCC(CN(CCC(C(=O)O)NC(=O)C1(CC1)N1N=C(C=C1)C(F)(F)F)CCCCC1=NC=2NCCCC2C=C1)OC